1-(piperidin-4-yl)-1H-indazol N1CCC(CC1)N1N=CC2=CC=CC=C12